(Z)-5-(2-cyano-3-(diethylamino)-1-hydroxy-3-oxoprop-1-en-1-yl)-2,3-dihydroxybenzoic acid methyl ester COC(C1=C(C(=CC(=C1)/C(=C(/C(=O)N(CC)CC)\C#N)/O)O)O)=O